(3-{[2-(5-chloropyridin-2-yl)imidazo[1,2-a]pyridin-3-yl]methyl}-3,8-diazabicyclo[3.2.1]oct-8-yl)-(6-methoxypyridin-2-yl)methanone ClC=1C=CC(=NC1)C=1N=C2N(C=CC=C2)C1CN1CC2CCC(C1)N2C(=O)C2=NC(=CC=C2)OC